(2,6-diethylphenyl)Hydrazine hydrochloride Cl.C(C)C1=C(C(=CC=C1)CC)NN